C(#N)C=1C=C(C=C(C1)F)NC(C)=O N-(3-cyano-5-fluorophenyl)acetamide